indazoleyl-benzimidazole (R)-2-neopentyl-4-phenyl-1-cosyl-1,4-dihydroquinazolinebenzyl-formylacetate C(C(C)(C)C)C1(N(C2=CC=CC=C2C(N1)C1=CC=CC=C1)CCCCCCCCCCCCCCCCCCCC)C1=CC=CC=C1C[C@@H](C(=O)O)C=O.N1N=C(C2=CC=CC=C12)C=1NC2=C(N1)C=CC=C2